ClC=1C=C(C2=C(C(OC(=N2)C2=CC(=NN2C2=NC=CC=C2Cl)CC#N)=O)C1)C 2-[5-(6-chloro-8-methyl-4-oxo-3,1-benzoxazin-2-yl)-1-(3-chloro-2-pyridyl)pyrazol-3-yl]acetonitrile